BrC=1C=C(C=CC1)C(CN(C)CC1=C(C=C(C=C1)Cl)C)=O 1-(3-bromophenyl)-2-((4-chloro-2-methylbenzyl)methylamino)ethanone